COC(C1=C(C=C(C(=C1)N)C(F)(F)F)C)=O 5-Amino-2-methyl-4-(trifluoromethyl)benzoic acid methyl ester